tetrabutylammonium tert-butyl-(3S)-3-[({[(2S,5R)-7-oxo-6-(sulfooxy)-1,6-diazabicyclo-[3.2.1]oct-2-yl]carbonyl}amino)oxy]pyrrolidine-1-carboxylate C(C)(C)(C)OC(=O)N1C[C@H](CC1)ONC(=O)[C@H]1N2C(N([C@H](CC1)C2)OS(=O)(=O)O)=O.C(CCC)[N+](CCCC)(CCCC)CCCC